pentathiosulfoxide S1SSSSS1=O